2-[(3R)-3-hydroxypyrrolidin-1-yl]pyrimidin O[C@H]1CN(CC1)C1=NC=CC=N1